2-Amino-7-(1-(tetrahydro-2H-pyran-2-yl)-1H-pyrazol-5-yl)pyrido[2,3-d]pyrimidin NC=1N=CC2=C(N1)N=C(C=C2)C2=CC=NN2C2OCCCC2